OC1=CC=C(C=C1)OC1=CC=C(C=C1)O (4-hydroxyphenyl) ether